C[Si]([O-])([O-])C.[Li+].[Li+] dilithium dimethyl-silanediolate